Pentandithiol C(CCCC)(S)S